2-(4-((6-(cyclopropyl(4-(trifluoromethyl)benzyl)amino)-9H-purin-9-yl)methyl)piperidin-1-yl)-2-methylpropanamide C1(CC1)N(C1=C2N=CN(C2=NC=N1)CC1CCN(CC1)C(C(=O)N)(C)C)CC1=CC=C(C=C1)C(F)(F)F